ClC1=C(C=CC(=C1)Cl)C=1N=C(SC1)C(C(=O)NC)(C)C1=CC=C(C=C1)CC(C)C (4-(2,4-dichlorophenyl)thiazol-2-yl)-2-(4-isobutylphenyl)-N-methylpropanamide